FC1=C(C=CC(=N1)C(=O)NC)N1CCN(CC1)CC1=CC(=NC=C1)NS(NC)(=O)=O 6-fluoro-N-methyl-5-(4-((2-((N-methylsulfamoyl)amino)pyridin-4-yl)methyl)piperazin-1-yl)picolinamide